CC(CCC(=O)O)C(CC)C 4,5-Dimethylheptanic acid